L-phenylalanine bisulfate S(O)(O)(=O)=O.N[C@@H](CC1=CC=CC=C1)C(=O)O